1-(4-(4-Nitrophenyl)piperazin-1-yl)ethan-1-one [N+](=O)([O-])C1=CC=C(C=C1)N1CCN(CC1)C(C)=O